C1(CCCCC1)NCCNC(=O)C=1C=C(C(=NC1)C)NC(=O)C=1C=NN2C1SC(=C2)C2=C1N(N=C2)CCC1 N-(5-((2-(cyclohexylamino)ethyl)carbamoyl)-2-methylpyridin-3-yl)-2-(5,6-dihydro-4H-pyrrolo[1,2-b]pyrazol-3-yl)pyrazolo[5,1-b]thiazole-7-carboxamide